1-[[(7R)-1-[2-[(1S)-1-(2,2-difluoro-1,3-benzodioxol-5-yl)ethoxy]-4-pyridyl]-3-(trifluoromethyl)-4,5,6,7-tetrahydroindazol-7-yl]methyl]piperidine-4-carboxylic acid FC1(OC2=C(O1)C=CC(=C2)[C@H](C)OC2=NC=CC(=C2)N2N=C(C=1CCC[C@@H](C21)CN2CCC(CC2)C(=O)O)C(F)(F)F)F